FC1CCN(CC1)C(=O)C1=CN(C(C2=CC(=C(C=C12)OC([2H])([2H])[2H])OC([2H])([2H])[2H])=O)C1=CC=C2C=C(NC2=C1)C 4-(4-fluoropiperidine-1-carbonyl)-6,7-bis(methoxy-d3)-2-(2-methyl-1H-indol-6-yl)isoquinolin-1(2H)-one